CN1C(N(C2=C1C=CC(=C2)NC([C@H](C2=CC=C(C=C2)OC)NC(=O)[C@H]2N(CCC2)C(=O)OCC2=CC=CC=C2)=O)C)=O benzyl (S)-2-(((S)-2-((1,3-dimethyl-2-oxo-2,3-dihydro-1H-benzo[d]imidazol-5-yl)amino)-1-(4-methoxyphenyl)-2-oxoethyl)carbamoyl)pyrrolidine-1-carboxylate